6'-((1s,3s)-3-((5-(difluoromethoxy)-4-methylpyrimidin-2-yl)amino)cyclopentyl)-2H-[1,3'-bipyridin]-2-one FC(OC=1C(=NC(=NC1)N[C@@H]1C[C@H](CC1)C1=CC=C(C=N1)N1C(C=CC=C1)=O)C)F